C1(CC1)NC1CN(CC1)C=1N=NC(=CN1)C1=C(C=C(C=C1)C=1C=NNC1)O 2-{3-[3-(cyclopropylamino)pyrrolidin-1-yl]-1,2,4-triazin-6-yl}-5-(1H-pyrazol-4-yl)phenol